trans-4-(((trans-4-(3-Cyano-4-methoxy-phenyl)cyclohexyl)-methyl)(4-(2-iso-propyloxazol-4-yl)-pyridine-2-yl)carbamoyl)cyclohexyl methylcarbamate CNC(O[C@@H]1CC[C@H](CC1)C(N(C1=NC=CC(=C1)C=1N=C(OC1)C(C)C)C[C@@H]1CC[C@H](CC1)C1=CC(=C(C=C1)OC)C#N)=O)=O